(S)-4-(5-(3-((2-((S)-3-carboxybutanoyl)-5-methoxythieno[2,3-b]pyridin-6-yl)oxy)propoxy)-6-methoxyisoindolin-2-yl)-2-methyl-4-oxobutanoic acid C(=O)(O)[C@H](CC(=O)C1=CC=2C(=NC(=C(C2)OC)OCCCOC=2C=C3CN(CC3=CC2OC)C(C[C@@H](C(=O)O)C)=O)S1)C